1-sec-butyl-3-trimethylsilylcyclopentadiene C(C)(CC)C1=CC(=CC1)[Si](C)(C)C